COC1=NC=2CC(N(CC2C=C1)C(=O)OC(C)(C)C)C tert-butyl 2-methoxy-7-methyl-7,8-dihydro-5H-1,6-naphthyridine-6-carboxylate